NC1=NC=C(C#N)C(=C1)N[C@@H](COC)C (R)-6-amino-4-((1-methoxyprop-2-yl)amino)nicotinonitrile